FC1CCN(CC1)C1=NC(=CC(=C1)C=1OC(=NN1)C1=C(C=C(C=C1)I)N1CCC2(CC2)CC1)C 2-(2-(4-fluoropiperidin-1-yl)-6-methylpyridin-4-yl)-5-(4-iodo-2-(6-azaspiro[2.5]oct-6-yl)phenyl)-1,3,4-oxadiazole